S(=O)(=O)(O)O.CC1=CC=C(C=C1)S(=O)(=O)O.[C@@H]1([C@H](O)[C@H](O)[C@@H](CN[C@@H](CCSC)C(=O)O)O1)N1C=NC=2C(N)=NC=NC12 adenosylmethionine p-toluenesulfonate sulfate